kalium-silicon-boron-sodium [Na].[B].[Si].[K]